ClC=1C=C(C=C(C1)NCCN)NC(=O)NC1=C(C(=CC=C1)Cl)CO 1-[3-chloro-5-(2-aminoethylamino)phenyl]-3-(3-chloro-2-hydroxymethylphenyl)urea